1-(2-hydroxyethyl)-3-methylimidazolium chloride [Cl-].OCCN1C=[N+](C=C1)C